barium-cadmium malonate C(CC(=O)[O-])(=O)[O-].[Cd+2].[Ba+2].C(CC(=O)[O-])(=O)[O-]